3-bromo-6-(4,4-difluoropiperidin-1-yl)-2-methoxypyridine BrC=1C(=NC(=CC1)N1CCC(CC1)(F)F)OC